3,4,4-trimethylcyclohexyl isocyanate CC1CC(CCC1(C)C)N=C=O